CC(C(=O)OCCC[Si](OCCC)(OCCC)C)=C 3-(Methyldipropoxysilyl)propyl 2-methyl-2-propenoate